CC1=CC=C(C=C1)/C=C(\C)/C=O 2-methyl-1-(4-methylphenyl)-propenone